ethyl (1-((6-hydroxy-5'-methyl-4-pentyl-2'-(prop-1-en-2-yl)-[1,1'-biphenyl]-2-yl)oxy)ethyl) carbonate C(OCC)(OC(C)OC1=C(C(=CC(=C1)CCCCC)O)C1=C(C=CC(=C1)C)C(=C)C)=O